OC=1C(=CC2=CN(N=C2C1C)C)C1=NC2=NC=C(C=C2C(=C1)C(=O)NC)N1CCNCC1 2-(6-hydroxy-2,7-dimethylindazol-5-yl)-N-methyl-6-(piperazin-1-yl)-1,8-naphthyridine-4-carboxamide